ClC=1N=C(C2=C(N1)N(C=C2)COCC[Si](C)(C)C)NC2N(CCCC2)C(=O)[O-] ((2-chloro-7-((2-(trimethylsilyl)ethoxy)methyl)-7H-pyrrolo[2,3-d]pyrimidin-4-yl)amino)piperidin-1-carboxylate